N-[(2R)-2-hydroxypropyl]-4-[2-methyl-5-[(3S)-3-(2,2,2-trifluoroethyl)pyrrolidine-1-carbonylamino]phenyl]-6-(morpholin-4-yl)pyridine-2-carboxamide O[C@@H](CNC(=O)C1=NC(=CC(=C1)C1=C(C=CC(=C1)NC(=O)N1C[C@@H](CC1)CC(F)(F)F)C)N1CCOCC1)C